4-(5-hydroxy-3-methyl-1-(5-(phenylsulfonimidoyl)pyridin-2-yl)-1H-pyrazol-4-yl)benzonitrile OC1=C(C(=NN1C1=NC=C(C=C1)S(=O)(=N)C1=CC=CC=C1)C)C1=CC=C(C#N)C=C1